4-(1-menthoxymethyl)-2-(3',4'-dihydroxyphenyl)-1,3-dioxolan C1(CC(C(CC1)C(C)C)OCC1OC(OC1)C1=CC(=C(C=C1)O)O)C